(1R,3S,5R)-2-(2-(3-acetyl-7-methyl-5-(2-methylpyrimidin-5-yl)-1H-indazol-1-yl)acetyl)-5-methyl-N-(6-(trifluoromethoxy)pyridin-2-yl)-2-azabicyclo[3.1.0]hexane-3-carboxamide C(C)(=O)C1=NN(C2=C(C=C(C=C12)C=1C=NC(=NC1)C)C)CC(=O)N1[C@@H]2C[C@@]2(C[C@H]1C(=O)NC1=NC(=CC=C1)OC(F)(F)F)C